C(#N)C1=CC=C(C=C1)C(CC)(CCCC)C1=CC=C(C=C1)C#N 3,3-bis(4-cyanophenyl)heptane